COC1=CC=C(C=C1)C1CC(=[N+](O1)[O-])C#N 5-(p-methoxyphenyl)-3-cyano-isoxazoline oxide